NCCCC(CCCN)(CCCN)NC(OC(C)(C)C)=O tert-butyl (1,7-diamino-4-(3-aminopropyl)heptan-4-yl)carbamate